FC=1C=C(C(=NC1S(NC1=NC(=CC=C1)F)(=O)=O)C)NC(OC(C)(C)C)=O tert-butyl (5-fluoro-6-(N-(6-fluoropyridin-2-yl)sulfamoyl)-2-methylpyridin-3-yl)carbamate